FC=1C=C(OC(C(=O)N2CC(N(CC2)S(=O)(=O)C2=CC=C(C=C2)F)C)(C)C)C=CC1F 2-(3,4-difluorophenoxy)-1-(4-((4-fluorophenyl)sulfonyl)-3-methylpiperazin-1-yl)-2-methylpropan-1-one